5-[[4-[4-Chloro-3-(difluoromethoxy)phenyl]pyrazol-1-yl]methyl]-1,3-dimethyl-pyrazole ClC1=C(C=C(C=C1)C=1C=NN(C1)CC1=CC(=NN1C)C)OC(F)F